(3S)-1-(2,2-dimethyl-1,3-dioxan-5-yl)-1,2,3,4-tetrahydro-β-carboline-3-carboxylic acid CC1(OCC(CO1)C1N[C@@H](CC=2C3=CC=CC=C3NC12)C(=O)O)C